N-(6-(2H-1,2,3-Triazol-2-yl)-5-(trifluoromethyl)pyridin-3-yl)-5-(pyridin-3-yl)-3,4-dihydroquinoline-1(2H)-carboxamide N=1N(N=CC1)C1=C(C=C(C=N1)NC(=O)N1CCCC2=C(C=CC=C12)C=1C=NC=CC1)C(F)(F)F